C(CCC)C1NS(C2=C(N(C1)C1=CC=CC=C1)C=C(C(=C2)OCC2(CC2)C(=O)O)SCC)(=O)=O 1-(((3-butyl-7-(ethylthio)-1,1-dioxido-5-phenyl-2,3,4,5-tetrahydro-1,2,5-benzothiadiazepin-8-yl)oxy)methyl)cyclopropane-1-carboxylic acid